2-(5,6-diphenylpyrazin-2-yl)sulfanyl-N-methyl-propanamide C1(=CC=CC=C1)C=1N=CC(=NC1C1=CC=CC=C1)SC(C(=O)NC)C